15-octadecenyl acetate C(C)(=O)OCCCCCCCCCCCCCCC=CCC